N-(4-Cyano-2,6-difluorophenyl)-3-(4-cyano-3-(trifluoromethyl)phenyl)-2-(trifluoromethyl)oxazolidin-5-carboxamid C(#N)C1=CC(=C(C(=C1)F)NC(=O)C1CN(C(O1)C(F)(F)F)C1=CC(=C(C=C1)C#N)C(F)(F)F)F